2-(2-adamantan-1-yl-4-bromophenoxy)-N-(tetrahydropyran-2-yloxy)-acetamide C12(CC3CC(CC(C1)C3)C2)C2=C(OCC(=O)NOC3OCCCC3)C=CC(=C2)Br